C1(=NC=CC2=CC=CC=C12)N1CC=2N=C(N=C(C2CC1)N1C[C@@H](NCC1)CC#N)OC[C@H]1N(CCC1)C 2-((S)-4-{7-(isoquinolin-1-yl)-2-[((S)-1-methylpyrrolidin-2-yl)methoxy]-5,6,7,8-tetrahydropyridino[3,4-d]pyrimidin-4-yl}piperazin-2-yl)acetonitrile